COC1=CC=2N(C=C1C(=O)NC=1C(N(C=CC1)C)=O)C=C(N2)C2CCOCC2 7-methoxy-N-(1-methyl-2-oxo-1,2-dihydropyridin-3-yl)-2-(tetrahydro-2H-pyran-4-yl)imidazo[1,2-a]pyridine-6-carboxamide